[5-chloro-3-[4-fluoro-2-(2-methoxyethoxy)phenyl]-6-(1-methylpyrazol-4-yl)-2-pyridyl] trifluoromethanesulfonate FC(S(=O)(=O)OC1=NC(=C(C=C1C1=C(C=C(C=C1)F)OCCOC)Cl)C=1C=NN(C1)C)(F)F